NC1CC(C=2C=C(C=3C=C(N=CC3C21)C2CC2)S(=O)(=O)NCC(C)C)O 9-amino-3-cyclopropyl-7-hydroxy-N-isobutyl-8,9-dihydro-7H-cyclopenta[h]isoquinoline-5-sulfonamide